methyl (1r,2'S,4S)-5'-chloro-4-(3-chloroanilino)-2'-[(2R)-3-hydroxy-2-methylpropyl]-2',3'-dihydrospiro[cyclohexane-1,1'-indene]-4-carboxylate ClC=1C=C2C[C@@H](C3(C2=CC1)CCC(CC3)(C(=O)OC)NC3=CC(=CC=C3)Cl)C[C@H](CO)C